BrCC1=NN(C(=C1)OC)CC 3-(bromomethyl)-1-ethyl-5-methoxy-1H-pyrazole